FC1(CC(C1)C(=O)/C(/C(=O)O)=C\N(C)C)F (E)-2-(3,3-Difluorocyclobutane-1-carbonyl)-3-(dimethylamino)acrylic acid